(S)-6-(1-(5-(2-amino-5-chloropyridin-4-yl)-7-(2-(ethyl(methyl)amino)ethyl)-1-oxo-3,4-dihydroisoquinolin-2(1H)-yl)ethyl)-4-ethoxynicotinonitrile NC1=NC=C(C(=C1)C1=C2CCN(C(C2=CC(=C1)CCN(C)CC)=O)[C@@H](C)C1=NC=C(C#N)C(=C1)OCC)Cl